C(C)(C)(C)OC(=O)N1N=C(C2=NC(=C(C=C21)Cl)Br)C=2C=NN(C2)C 5-bromo-6-chloro-3-(1-methyl-1H-pyrazol-4-yl)-1H-pyrazolo[4,3-b]Pyridine-1-carboxylic acid tert-butyl ester